[Na+].C([O-])(O)=O.[Na+].C([O-])(O)=O sodium bicarbonate, sodium salt